5-((3-carbamoyl-6-(2,6-difluorophenyl)pyridazin-4-yl)amino)pyridine-2-carboxylate C(N)(=O)C=1N=NC(=CC1NC=1C=CC(=NC1)C(=O)[O-])C1=C(C=CC=C1F)F